BrC1=NN(C=C1)CC1=NOC(=N1)C 3-((3-bromo-1H-pyrazol-1-yl)methyl)-5-methyl-1,2,4-oxadiazole